tert-butyl 2-(1-(5-(cyclohex-1-en-1-yl)pyridin-3-yl)cyclopropyl)-4-oxo-3,4,5,7,8,9-hexahydro-6H-pyrimido[5,4-c]azepine-6-carboxylate C1(=CCCCC1)C=1C=C(C=NC1)C1(CC1)C=1NC(C=2CN(CCCC2N1)C(=O)OC(C)(C)C)=O